BrC1=C(C(=C(C=C1)C(C)=NS(=O)C(C)(C)C)C)F N-(1-(4-bromo-3-fluoro-2-methylphenyl)ethylidene)-2-methylpropane-2-sulfinamide